ClC1=NC(=NC(=C1)OCC)SC 4-chloro-6-ethoxy-2-(methylthio)pyrimidine